FC1(C[C@]2(C(O[C@@H]([C@H]2[C@H]([C@@H]1C)\C=C\C1=CC=C(C=N1)C=1C(=NC=CC1)OC)C)=O)CC(=O)N)F 2-((1R,3aR,6S,7R,7aS)-5,5-difluoro-7-((E)-2-(2'-methoxy-[3,3'-bipyridin]-6-yl)vinyl)-1,6-dimethyl-3-oxooctahydroisobenzofuran-3a-yl)acetamide